ClC1=CC=C(CNC2=NC3=CC=C(C=C3N=C2NC2=CC(=C(C(=C2)Cl)Cl)Cl)C)C=C1 N2-(4-chlorobenzyl)-6-methyl-N3-(3,4,5-trichlorophenyl)quinoxaline-2,3-diamine